(R)-6-(2-amino-6-fluoro-5-(4-(3-(methylsulfonyl)pyrrolidin-1-yl)phenyl)pyridin-3-yl)-3,4-dihydroisoquinolin-1(2H)-one NC1=NC(=C(C=C1C=1C=C2CCNC(C2=CC1)=O)C1=CC=C(C=C1)N1C[C@@H](CC1)S(=O)(=O)C)F